((2S,3S)-1-(5-(2-fluoro-4-(4-(2-fluorobenzyl)-5-oxo-4,5-dihydro-1H-1,2,4-triazol-1-yl)phenoxy)-4-methylthiazole-2-carbonyl)-2-methylazetidin-3-yl)carbamic acid tert-butyl ester C(C)(C)(C)OC(N[C@@H]1[C@@H](N(C1)C(=O)C=1SC(=C(N1)C)OC1=C(C=C(C=C1)N1N=CN(C1=O)CC1=C(C=CC=C1)F)F)C)=O